N-(tetrahydro-2H-pyran-4-yl)isothiazol-5-amine O1CCC(CC1)NC1=CC=NS1